2-amino-3-(3-(2-(tert-butoxy)-2-oxoethyl)-1H-indol-1-yl)propionic acid NC(C(=O)O)CN1C=C(C2=CC=CC=C12)CC(=O)OC(C)(C)C